CS(=O)(=O)N1CC2(CCN(C2)C=2C=CC=C3C=NC(=NC23)NC2CCN(CC2)S(=O)(=O)C)CC1 8-(7-(methylsulfonyl)-2,7-diazaspiro[4.4]nonan-2-yl)-N-(1-(methylsulfonyl)piperidin-4-yl)quinazolin-2-amine